C1(CCCCC1)CCC(=O)NC1=CC(=CC(=C1)NC(CCC1CCCCC1)=O)NC(CCC1CCCCC1)=O 1,3,5-tris(3-cyclohexyl-propionylamino)benzene